4,N4-dimethylbutane-1,4-diamine CC(CCCN)NC